C(C)OC(=O)C=1N=NNC1OC1=CN(C(C(=C1)Br)=O)C.NCCC[Si](OC)(OC)OC γ-aminopropyltrimethyl-Oxysilane ethyl-5-((5-bromo-1-methyl-6-oxo-1,6-dihydropyridin-3-yl)oxy)-1H-1,2,3-triazole-4-carboxylate